[Li].FC(F)(F)S(=N)C(F)(F)F bis(trifluoromethyl)sulfimide lithium salt